DiPropylene glycol CC(COC(C)CO)O